C(C)(C)(C)OC(=O)N1C[C@@H]2N(CC[C@@H]2C1)C.CN1N=C(C=C1S(=O)(=O)N1CC2(C1)CC(CC2)N2CCOCC2)C(F)(F)F 4-(2-((1-methyl-3-(trifluoromethyl)-1H-pyrazol-5-yl)sulfonyl)-2-azaspiro[3.4]oct-6-yl)morpholine tert-butyl-cis-1-methyl-2,3,3a,4,6,6a-hexahydropyrrolo[3,4-b]pyrrole-5-carboxylate